N-tetradecyl-N,N-di(2-hydroxyethyl)-N-methyl-ammonium bromide [Br-].C(CCCCCCCCCCCCC)[N+](C)(CCO)CCO